N-((1S,2S)-2-((3,4-dimethylbenzyl)oxy)cyclopentyl)nicotinamide CC=1C=C(CO[C@@H]2[C@H](CCC2)NC(C2=CN=CC=C2)=O)C=CC1C